C(C1=CC=CC=C1)OC1=C(C=CC=C1F)N1C(C(C1C1=C(C=C(C(=C1)F)N1CCC(CC1)CC(OCCCC)OCCCC)OC)(CC)CC)=O 1-(2-(benzyloxy)-3-fluorophenyl)-4-(4-(4-(2,2-dibutoxyethyl)piperidin-1-yl)-5-fluoro-2-methoxyphenyl)-3,3-diethylazetidin-2-one